2-Methyl-4,6-bis[(dodecylthio)methyl]phenol CC1=C(C(=CC(=C1)CSCCCCCCCCCCCC)CSCCCCCCCCCCCC)O